C(C)OC=1C=C(C=C(C1)OCC)C#CCCCCC[NH-] 7-(3,5-diethoxyphenyl)-6-heptynyl-amide